C(#N)CCN(C(CN1C2=NC(=NC(=C2N=C1)Cl)Cl)=O)C1=CC(=C(C=C1)C)C N-(2-cyanoethyl)-2-(2,6-dichloro-9H-purin-9-yl)-N-(3,4-dimethylphenyl)acetamide